dimethylamino-2-fluoro-2'-(methoxymethyloxy)-[1,1'-biphenyl] CN(C)C=1C(=C(C=CC1)C1=C(C=CC=C1)OCOC)F